C1(CCCC1)CC1=CN(C=2N=CN=C(C21)N[C@H]2CN(CCC2)C(=O)OC(C)(C)C)COCC[Si](C)(C)C tert-butyl (R)-3-((5-(cyclopentylmethyl)-7-((2-(trimethylsilyl)ethoxy)methyl)-7H-pyrrolo[2,3-d]pyrimidin-4-yl)amino)piperidine-1-carboxylate